(6R,7aS)-6-(2-(benzyloxy)ethoxy)tetrahydro-1H-pyrrolo[1,2-c]Imidazole-1,3(2H)-dione C(C1=CC=CC=C1)OCCO[C@@H]1C[C@@H]2N(C(NC2=O)=O)C1